chloro(o-tolyl)(4-(tributylsilyl)phenyl)phosphane ClP(C1=CC=C(C=C1)[Si](CCCC)(CCCC)CCCC)C1=C(C=CC=C1)C